C(C)(C)(C)C=1C=C(C=C(C1O)C(C)(C)C)C(C(=O)OCCCCCCCCCCCCC)C tridecyl alcohol 3,5-di-tert-butyl-4-hydroxyphenylpropionate